4-((2-hydroxyethyl)thio)phenylacetic acid OCCSC1=CC=C(C=C1)CC(=O)O